8-(2-fluoro-5-(2-morpholinoethoxy)phenyl)-N2-(4-morpholinophenyl)quinazoline-2,4-diamine FC1=C(C=C(C=C1)OCCN1CCOCC1)C=1C=CC=C2C(=NC(=NC12)NC1=CC=C(C=C1)N1CCOCC1)N